ClC1=C(CNC2=C3N=CN(C3=NC=N2)[C@H]2[C@@H](O)[C@H](O)[C@H](O2)CO)OC=C1 6-(3-Chlorofurfurylamino)-9-β-D-arabinofuranosylpurin